C(C)OC(=O)C=1N(C=C(C1N(C(=O)OC(C)(C)C)C(=O)OC(C)(C)C)C)C(=O)OC(C)(C)C 1-Boc-3-bis(t-Butoxycarbonyl)amino-4-methyl-1H-pyrrole-2-carboxylic acid ethyl ester